(tri-n-butylphosphine) selenide C(CCC)P(CCCC)(CCCC)=[Se]